6-(2,7-dimethyl-2H-indazol-5-yl)-4-methoxy-2-(1,2,3,6-tetrahydropyridin-4-yl)-1,3-benzothiazole CN1N=C2C(=CC(=CC2=C1)C1=CC2=C(N=C(S2)C=2CCNCC2)C(=C1)OC)C